C(=O)O.ClC=1N=C(C2=C(N1)C(=CS2)C)NCC2=CC=NS2 2-chloro-7-methyl-N-[(1,2-thiazol-5-yl)methyl]thieno[3,2-d]pyrimidin-4-amine formate